FC1(CN(CCC1)C(=O)NC=1C=C2C(=CN(C2=CC1)CC(=O)N1[C@@H](CCC(CC1)F)C(NC1=NC(=CC=C1)C)=O)C(=O)N)F 5-(3,3-difluoropiperidine-1-carboxamido)-1-(2-((2S)-5-fluoro-2-((6-methylpyridin-2-yl)carbamoyl)azepan-1-yl)-2-oxoethyl)-1H-indole-3-carboxamide